(S)-4-(((R)-2-methoxypropyl)(4-(5,6,7,8-tetrahydro-1,8-naphthyridin-2-yl)butyl)amino)-2-((6-methylpyrazin-2-yl)amino)butanoic acid CO[C@@H](CN(CC[C@@H](C(=O)O)NC1=NC(=CN=C1)C)CCCCC1=NC=2NCCCC2C=C1)C